OC1=C(C=C(C=C1OC)/C=C/C(=O)O)OC (E)-3-(4-hydroxy-3,5-dimethoxyphenyl)acrylic acid